methyl 3-(5-(4-(4-fluoropiperidine-1-carbonyl) thiazol-2-yl)-1,3,4-oxadiazol-2-yl)-2,2-dimethylpropionate FC1CCN(CC1)C(=O)C=1N=C(SC1)C1=NN=C(O1)CC(C(=O)OC)(C)C